2-Chloropyrimidine-4-carboximidamide HCl salt Cl.ClC1=NC=CC(=N1)C(N)=N